tert-butyl {8-chloro-1-[trans-4-(pyridin-2-yloxy)cyclohexyl]-5,6-dihydro-4H-[1,2,4]triazolo[4,3-a][1]benzazepin-5-yl}ethylcarbamate ClC=1C=CC2=C(CC(CC=3N2C(=NN3)[C@@H]3CC[C@H](CC3)OC3=NC=CC=C3)CCNC(OC(C)(C)C)=O)C1